O=C1N(C(C2=CC=CC=C12)=O)OC(C(=O)[O-])C (1,3-dioxoisoindolin-2-yloxy)propanoate